sodium acetaldehyde sulfite S(=O)([O-])[O-].C(C)=O.[Na+].[Na+]